P(O)(=O)(OP(=O)(O)OP(=O)(O)O)OC[C@@H]1[C@H]([C@H]([C@@H](O1)N1C(=O)N=C(N)C=C1)OC(C)=O)O O-acetylcytidine triphosphate